C(C)(C)(C)OC(N[C@@H]1C[C@@H](CC12CCN(CC2)C2=NC(=C(N=C2CO)Br)C)OC2CC2)=O ((1R,3R)-8-(5-bromo-3-(hydroxymethyl)-6-methylpyrazin-2-yl)-3-cyclopropoxy-8-azaspiro[4.5]dec-1-yl)carbamic acid tert-butyl ester